N1N=CN=C1[C@@H]1CN(CC1)C(=O)N1CCC(CC1)CNS(=O)(=O)C1=CC=C(C=C1)C(F)(F)F N-[[1-[(3S)-3-(1H-1,2,4-Triazol-5-yl)pyrrolidine-1-carbonyl]-4-piperidyl]methyl]-4-(trifluoromethyl)benzenesulfonamide